ClC1=CC=CC(=N1)OCCN(C)CC=1C=C(C=CC1)C#CC1=C2C=C(N=CC2=C(N=C1)NC)NC(=O)C1CC1 N-[5-[2-[3-[[2-[(6-chloro-2-pyridyl)oxy]ethyl-methyl-amino]methyl]phenyl]ethynyl]-8-(methylamino)-2,7-naphthyridin-3-yl]cyclopropanecarboxamide